N-[(3-chlorophenyl)methyl]-2-(5-phenyl-1,3,4-thiadiazol-2-yl)-N-[4-(1H-pyrazol-4-yl)phenyl]acetamide ClC=1C=C(C=CC1)CN(C(CC=1SC(=NN1)C1=CC=CC=C1)=O)C1=CC=C(C=C1)C=1C=NNC1